C(C1=CC=CC=C1)C1CC=C(CC1)C1=C(N=C2N1C=CC=C2)C2=CC=C(C=C2)Cl 3-(4-Benzylcyclohex-1-en-1-yl)-2-(4-chlorophenyl)imidazo[1,2-a]pyridin